1-(methoxymethyl)-2-phenyl-4-(4,4,5,5-tetramethyl-1,3,2-dioxaborolan-2-yl)pyrrolo[2,3-b]pyridine COCN1C(=CC=2C1=NC=CC2B2OC(C(O2)(C)C)(C)C)C2=CC=CC=C2